C(C)OC(=O)C=1C(OC2=C(C1)C=C(C=C2C([2H])([2H])O)Br)C(F)(F)F 6-bromo-8-(hydroxymethyl-d2)-2-trifluoromethyl-2H-benzopyran-3-carboxylic acid ethyl ester